1-(3-(4-amino-5-(1H-indol-2-yl)-7H-pyrrolo[2,3-d]pyrimidin-7-yl)azetidin-1-yl)prop-2-en-1-one NC=1C2=C(N=CN1)N(C=C2C=2NC1=CC=CC=C1C2)C2CN(C2)C(C=C)=O